CC=1C(=NC(=CN1)C)C1=CC=C(C=C1)C1=NNC2=NC=C(C=C21)C=2C=CC1=C(CC[C@H](CC1)N1C3COCC1C3)C2 6-[(7S)-2-{3-[4-(3,6-Dimethylpyrazin-2-yl)phenyl]-1H-pyrazolo[3,4-b]pyridin-5-yl}-6,7,8,9-tetrahydro-5H-benzo[7]annulen-7-yl]-3-oxa-6-azabicyclo[3.1.1]heptane